3,4-Dichloro-5-((5-fluoro-3-(2,2,2-trifluoroethoxy)pyridin-2-yl)oxy)-N-(4-methyl-1,1-dioxidotetrahydro-2H-thiopyran-4-yl)pyrazolo[1,5-a]pyridine-2-carboxamide ClC=1C(=NN2C1C(=C(C=C2)OC2=NC=C(C=C2OCC(F)(F)F)F)Cl)C(=O)NC2(CCS(CC2)(=O)=O)C